FC1=CC=C(C=C1)C1=CC(=CC=C1)[C@H](CC(=O)OCC)NC(=O)NC=1C(N(C=C(C1O)C)C)=O ethyl (S)-3-(4'-fluorobiphenyl-3-yl)-3-(3-(4-hydroxy-1,5-dimethyl-2-oxo-1,2-dihydropyridin-3-yl) ureido)propanoate